(5-(4-fluorophenoxy)pyridin-2-yl)propanamide FC1=CC=C(OC=2C=CC(=NC2)C(C(=O)N)C)C=C1